O=C1N(C[C@H](C1)CCC)[C@@H](C(=O)N)CC (2R)-2-((4S)-2-oxo-4-propylpyrrolidinyl)butanamide